3-(adamantan-1-yl)-N-((S)-7-(3-hydroxy-3-methylbut-1-yn-1-yl)-5-methyl-4-oxo-2,3,4,5-Tetrahydrobenzo[b][1,4]oxazepine-3-yl)imidazo[2,1-b]thiazole-6-carboxamide C12(CC3CC(CC(C1)C3)C2)C=2N3C(SC2)=NC(=C3)C(=O)N[C@@H]3C(N(C2=C(OC3)C=CC(=C2)C#CC(C)(C)O)C)=O